FC(C(=O)O)(F)F.OC1=CC(=NC=N1)N1N=C2C=3C=CN=C(CCCCC(C(NC2=C1)=O)C)C3 4-(6-hydroxypyrimidin-4-yl)-9-methyl-3,4,7,15-tetraazatricyclo[12.3.1.02,6]Octadecan-1(18),2,5,14,16-pentaen-8-one trifluoroacetate